N-((S)-1-cyanoethyl)-4-(2-((1-(cis-4-methoxycyclohexyl)-1H-pyrazol-4-yl)amino)-5-methylpyrimidin-4-yl)benzamide C(#N)[C@H](C)NC(C1=CC=C(C=C1)C1=NC(=NC=C1C)NC=1C=NN(C1)[C@@H]1CC[C@@H](CC1)OC)=O